2-(5-(1,3-dioxolan-2-yl)-2-methyl-6-(((R)-1-(3-(Pentafluorosulfanyl)phenyl)ethyl)amino)pyrimidin-4-yl)-N-(1-acetyl-3-methylpyrrolidin-3-yl)acetamide O1C(OCC1)C=1C(=NC(=NC1N[C@H](C)C1=CC(=CC=C1)S(F)(F)(F)(F)F)C)CC(=O)NC1(CN(CC1)C(C)=O)C